2-((4-(3-(aminomethyl)azetidin-1-yl)pyrimidin-5-yl)oxy)-N-ethyl-5-fluoro-N-isopropylbenzamide NCC1CN(C1)C1=NC=NC=C1OC1=C(C(=O)N(C(C)C)CC)C=C(C=C1)F